deoxyguanosine 3',5'-diphosphate P(=O)(O)(O)O[C@H]1C[C@@H](O[C@@H]1COP(=O)(O)O)N1C=NC=2C(=O)NC(N)=NC12